ClC=1C(=C(CNC(=O)C=2N=CN(C2)C2=NC(=NC=C2C)NC2CCOCC2)C=CC1)CO N-(3-chloro-2-(hydroxymethyl)benzyl)-1-(5-methyl-2-((tetrahydro-2H-pyran-4-yl)amino)-pyrimidin-4-yl)-1H-imidazole-4-amide